N1N=C(C=C1)N1C(=NC2=C1C=CC=C2)SCC2=NC=CC(=C2C)OCCCOC (1H-pyrazol-3-yl)-2-[({4-[(3-methoxypropyl)oxy]-3-methylpyridin-2-yl}methyl)thio]-1H-benzo[d]imidazole